COC(CNC(=O)OC(C)(C)C)=O N-(tert-butoxycarbonyl)glycine methyl ester